O=C(CC1CN(C1)C(=O)OC(C)(C)C)C1=CC=C(C=C1)C(F)(F)F tert-Butyl 3-[2-oxo-2-[4-(trifluoromethyl)phenyl]ethyl]azetidine-1-carboxylate